1-(4-{1-[2-(pyrrolidin-1-yl)ethyl]-1H-pyrazol-4-yl}phenyl)methylamine N1(CCCC1)CCN1N=CC(=C1)C1=CC=C(C=C1)CN